4-bromo-6-chlorophthalazin-1(2H)-one BrC1=NNC(C2=CC=C(C=C12)Cl)=O